COC1=C(C=CC=C1)C1=CC(N(C=N1)C[C@@H]1CCN(CC12CCCC2)C(=O)N2[C@@H](C[C@@H](CC2)NC)C2=CC=CC=C2)=O 6-(2-methoxyphenyl)-3-(((R)-7-((2S,4R)-4-(methylamino)-2-phenylpiperidine-1-carbonyl)-7-azaspiro[4.5]dec-10-yl)methyl)pyrimidin-4(3H)-one